ClC1=CC=C(C=C1)C=CC(=O)C1=CC=C(C=C1)OCCO 3-(4-Chlorophenyl)-1-[4-(2-hydroxyethoxy)phenyl]prop-2-en-1-one